NC1=NC(N(C=C1)[C@H]1C([C@@H]2O[P@@](OC[C@H]2O1)(=O)OCC[C@@H](C(=O)OCC)C)(F)F)=O Ethyl (S)-4-(((2S,4aR,6R,7aR)-6-(4-amino-2-oxopyrimidin-1(2H)-yl)-7,7-difluoro-2-oxidotetrahydro-4H-furo[3,2-d][1,3,2]dioxaphosphinin-2-yl)oxy)-2-methylbutanoate